dihydrospiro[cyclopropane-1,5'-pyrido[2,3-b]azepin]-8'(9'H)-one hydrochloride Cl.N1CC=CC2=C1NC(C=CC21CC1)=O